methyl 4-bromo-3-((N-(tert-butyloxycarbonyl)-N-(2-((tert-butyldiphenylsilyl)oxy)ethyl)sulfamoyl)methyl)benzoate BrC1=C(C=C(C(=O)OC)C=C1)CS(N(CCO[Si](C1=CC=CC=C1)(C1=CC=CC=C1)C(C)(C)C)C(=O)OC(C)(C)C)(=O)=O